3-chloro-N-[(2,4-dimethoxyphenyl)methyl]-1,2,4-thiadiazol-5-amine ClC1=NSC(=N1)NCC1=C(C=C(C=C1)OC)OC